(3R)-N-[2-(1-benzylpiperidin-4-yl)ethyl]-1-[4-(trifluoromethoxy)phenyl]pyrrolidine-3-carboxamide C(C1=CC=CC=C1)N1CCC(CC1)CCNC(=O)[C@H]1CN(CC1)C1=CC=C(C=C1)OC(F)(F)F